4,6-dimethoxy-1H-benzo[d][1,2,3]triazole COC1=CC(=CC=2NN=NC21)OC